methyl (1R,2S,5S)-3-[(3R)-2-(tert-butoxycarbonylamino)-3-(cyclopropoxy)butanoyl]-6,6-dimethyl-3-azabicyclo[3.1.0]hexane-2-carboxylate C(C)(C)(C)OC(=O)NC(C(=O)N1[C@@H]([C@H]2C([C@H]2C1)(C)C)C(=O)OC)[C@@H](C)OC1CC1